CNC(=O)C=1NC2=CC=CC(=C2C1)OC(F)(F)F N-methyl-4-(trifluoromethoxy)-1H-indole-2-carboxamide